2-((4-fluoro-2-isopropylphenyl)amino)-6-methoxy-N-(6-methoxy-2-methylpyridin-3-yl)benzamide FC1=CC(=C(C=C1)NC1=C(C(=O)NC=2C(=NC(=CC2)OC)C)C(=CC=C1)OC)C(C)C